C(C)(C)C1=NN(C(C=2N1C=C(C2)CC2COCCC2)=O)CC(=O)NC2=NC=NC=C2 2-(4-Isopropyl-1-Oxo-7-((Tetrahydro-2H-Pyran-3-yl)Methyl)Pyrrolo[1,2-d][1,2,4]Triazin-2(1H)-yl)-N-(Pyrimidin-4-yl)Acetamide